CC1=CC=C(O1)C=N[C@@H](CCCN\C(\N)=N\[H])C(=O)O (E)-N2-[(5-methylfuran-2-yl)methylidene]-L-arginine